CC1COC1 3-methyl-Oxetane